C(C)N1C(=NC=2C1=NC=CC2)C(C(F)(F)F)(C2=CC=CC=C2)O 3-Ethyl-2-(2,2,2-trifluoro-1-hydroxy-1-phenylethyl)-3H-imidazo[4,5-b]pyridine